NC=1C(=NC=C(N1)N1CCC2([C@@H]([C@@H](OC2)C)N)CC1)SC=1C(=C(C(=CC1Cl)Cl)P(C)(C)=O)Cl (3-((3-amino-5-((3S,4S)-4-amino-3-methyl-2-oxa-8-azaspiro[4.5]decan-8-yl)pyrazin-2-yl)thio)-2,4,6-trichlorophenyl)dimethylphosphine oxide